tert-butyl 4-[(4-{4-[1-(2,6-dioxopiperidin-3-yl)-3-methyl-2-oxo-1,3-benzodiazol-5-yl]phenyl}piperazin-1-yl)methyl]piperidine-1-carboxylate O=C1NC(CCC1N1C(N(C2=C1C=CC(=C2)C2=CC=C(C=C2)N2CCN(CC2)CC2CCN(CC2)C(=O)OC(C)(C)C)C)=O)=O